N-(4-(4,4-difluorocyclohexyl)-2-(2-fluorophenyl)pyridin-3-yl)-2-isopropylpyrimidine-5-carboxamide FC1(CCC(CC1)C1=C(C(=NC=C1)C1=C(C=CC=C1)F)NC(=O)C=1C=NC(=NC1)C(C)C)F